ClC=1C(=NC=C(C1)C(F)(F)F)C=1C=C2C=CN(C(C2=CC1F)=O)CCC[C@H](C)NC=1C=NNC(C1C(F)(F)F)=O (S)-6-(3-chloro-5-(trifluoromethyl)pyridin-2-yl)-7-fluoro-2-(4-((6-oxo-5-(trifluoromethyl)-1,6-dihydropyridazin-4-yl)amino)pentyl)isoquinolin-1(2H)-one